C(#N)C1=C(C=C(C=C1)NC(=O)[C@]1(OC1)C)C(F)(F)F (S)-N-(4-cyano-3-(trifluoromethyl)phenyl)-2-methyloxirane-2-carboxamide